(R)-4-((1-(1,1-difluoro-2,3-dihydro-1H-inden-4-yl)prop-2-yn-1-yl)amino)-2-methyl-6-(1-methylcyclopropyl)pyrido[4,3-d]pyrimidin-7(6H)-one FC1(CCC2=C(C=CC=C12)[C@@H](C#C)NC=1C=2C(N=C(N1)C)=CC(N(C2)C2(CC2)C)=O)F